NCC(CN(CC(C(CN(CCCCCCCC\C=C/CCCCCCCC)CC(CN)O)O)O)CCCCCCCC\C=C/CCCCCCCC)O 1,4-bis[(3-amino-2-hydroxypropyl)-oleylamino]-butane-2,3-diol